flavone-acetate O1C(=C(C(=O)C2=CC=CC=C12)CC(=O)[O-])C1=CC=CC=C1